(4-fluoro-5-(2-morpholinopyrimidin-5-yl)-2-((3R,5R)-3,4,5-trimethylpiperazin-1-yl)phenyl)-6-oxo-4-(trifluoromethyl)-1,6-dihydropyridine-3-carboxamide FC1=CC(=C(C=C1C=1C=NC(=NC1)N1CCOCC1)N1C=C(C(=CC1=O)C(F)(F)F)C(=O)N)N1C[C@H](N([C@@H](C1)C)C)C